rac-(3R)-tetrahydrofuran-3-amine O1C[C@@H](CC1)N |r|